P(=O)(OCCCCBr)(OCCCCCCC(C)C)O bromobutyl 7-methyloctyl hydrogen phosphate